(rac)-[2-[2-(Hydroxymethyl)morpholin-4-yl]oxazolo[4,5-b]pyridin-5-yl]-3-methyl-5-(trifluoromethyl)phenol OC[C@H]1CN(CCO1)C=1OC=2C(=NC(=CC2)C2=C(C=C(C=C2C)C(F)(F)F)O)N1 |r|